3-[6-amino-1-[(2,6-difluoro-4-nitro-phenyl)methyl]pyrazolo[3,4-d]pyrimidine-4-yl]-2-fluoro-benzonitrile NC1=NC(=C2C(=N1)N(N=C2)CC2=C(C=C(C=C2F)[N+](=O)[O-])F)C=2C(=C(C#N)C=CC2)F